NC1=NC=CC=C1C1=NC=2C(=NC(=CC2)C2CC2)N1C1=CC=C(C=C1)CO (4-(2-(2-aminopyridin-3-yl)-5-cyclopropyl-3H-imidazo[4,5-b]pyridin-3-yl)phenyl)methanol